(S)-N-(2-fluoro-5-(2-(2-methylmorpholino)acetamido)pyridin-3-yl)-2-(1-methyl-1H-pyrazol-4-yl)-1H-pyrrolo[2,3-b]pyridine-5-carboxamide FC1=NC=C(C=C1NC(=O)C=1C=C2C(=NC1)NC(=C2)C=2C=NN(C2)C)NC(CN2C[C@@H](OCC2)C)=O